N-[[6-(6-cyanopyridine-3-carbonyl)-6-azaspiro[2.5]octan-2-yl]methyl]furo[2,3-c]pyridine-2-carboxamide C(#N)C1=CC=C(C=N1)C(=O)N1CCC2(C(C2)CNC(=O)C2=CC=3C(=CN=CC3)O2)CC1